C(C)OC1=C(C=C2C(=NC=NC2=C1)O)O 7-ethoxyquinazoline-4,6-diol